FC=1C(=C(C=NC1)NCC=1C(=C2N=CC=NC2=CC1)F)N1CCNCC1 5-Fluoro-N-((5-fluoroquinoxalin-6-yl)methyl)-4-(piperazin-1-yl)pyridin-3-amine